FC(C1OC2=CC=CC=C2C=C1)(F)F 2-Trifluoromethyl-2H-chromen